CC(C)OC1CCNCC1 4-(propan-2-yloxy)piperidine